(5-(4,4,5,5-tetramethyl-1,3,2-dioxaborolan-2-yl)pyridin-2-yl)methanol CC1(OB(OC1(C)C)C=1C=CC(=NC1)CO)C